(1R)-N-(4-(1-ethoxy-2-methylpropan-2-yl)-3,5-difluorophenyl)-2-((3-hydroxy-1,2-oxazol-5-yl)acetyl)-6-methoxy-1,2,3,4-tetrahydro-isoquinoline-1-carboxamide C(C)OCC(C)(C)C1=C(C=C(C=C1F)NC(=O)[C@@H]1N(CCC2=CC(=CC=C12)OC)C(CC1=CC(=NO1)O)=O)F